3-((R)-4-isopropylcyclohex-1-en-1-yl)-2-methylpropionaldehyde C(C)(C)[C@H]1CC=C(CC1)CC(C=O)C